N-(6-chloropyrimidin-4-yl)-3-(oxan-2-yloxy)cyclobutane-1-carboxamide ClC1=CC(=NC=N1)NC(=O)C1CC(C1)OC1OCCCC1